C1(CCCCC1)[C@@H](CNC1=CC=C(C=C1)C(F)(F)F)CC=1SC=CN1 (S)-N-[2-cyclohexyl-3-(thiazol-2-yl)propyl]-4-(trifluoromethyl)aniline